C(C1=CC=CC=C1)OC=1C=C2C(=C(N(C2=CC1)C1=CC(=C(C=C1)F)C)C(C)C)C1N(CC1)S(=O)(=O)NC (5-(benzyloxy)-1-(4-fluoro-3-methylphenyl)-2-isopropyl-1H-indol-3-yl)-N-methylazetidine-1-sulfonamide